6,8-dimethoxy-2-methyl-3,4-dihydropyrido[2,3-e]thiazine 1,1-dioxide COC=1C=C(C2=C(CCN(S2(=O)=O)C)N1)OC